O=C1N(CCC1)C(=O)[O-] 2-keto-tetrahydropyrrole-1-carboxylate